2'-[6-amino-5-(trifluoromethyl)pyridin-3-yl]-N-[(2-fluorophenyl)methyl]-5',6'-dihydrospiro[azetidine-3,4'-pyrrolo[1,2-b]pyrazole]-1-carboxamide NC1=C(C=C(C=N1)C=1C=C2N(N1)CCC21CN(C1)C(=O)NCC1=C(C=CC=C1)F)C(F)(F)F